5-pyrrolidin-1-ylsulfonylthiophene-2-sulfonyl chloride N1(CCCC1)S(=O)(=O)C1=CC=C(S1)S(=O)(=O)Cl